gold-silicon-gold [Au].[Si].[Au]